(4-fluorophenyloxy) phosphate P(=O)(OOC1=CC=C(C=C1)F)([O-])[O-]